N1(C=NC=C1)C1=CC(=CC(=N1)C(=O)NC1CCN(CC1)C(CCOC)=O)C 6-(1H-Imidazol-1-yl)-N-(1-(3-methoxypropanoyl)piperidin-4-yl)-4-methylpicolinamide